bromo-5-iodo-2-[(1S)-1-methoxyethyl]Pyridine BrC=1C(=NC=C(C1)I)[C@H](C)OC